5-Methyl-Hexanoic acid (2-methoxy-6-methyl-4-morpholin-4-yl-phenyl)-amide COC1=C(C(=CC(=C1)N1CCOCC1)C)NC(CCCC(C)C)=O